2-methyl-5-(2-{methyl-[(3-exo)-8-methyl-8-azabicyclo[3.2.1]oct-3-yl]amino}[1,3]thiazolo[4,5-c]pyridin-6-yl)-2H-indazole-7-carbonitrile CN1N=C2C(=CC(=CC2=C1)C1=CC2=C(C=N1)N=C(S2)N(C2CC1CCC(C2)N1C)C)C#N